FC1=C(CC=2C=CC(=C3CCCC23)OCC(=O)O)C=CC(=C1C(C)C)O 2-((7-(2-fluoro-4-hydroxy-3-isopropylbenzyl)-2,3-dihydro-1H-inden-4-yl)oxy)acetic acid